[Ir+3].N1=C(C=C(C=C1)C(=O)[O-])C1=NC=CC=C1.N1=C(C=C(C=C1)C(=O)[O-])C1=NC=CC=C1.N1=C(C=C(C=C1)C(=O)[O-])C1=NC=CC=C1 [2,2'-bipyridine]-4-carboxylate iridium